tert-butyl (8aS)-6-chloro-5-(2-chloro-6-methoxyphenyl)-8a,9,11,12-tetrahydropyrazino[2',1':3,4][1,4]oxazepino[5,6,7-de]quinazoline-10(8H)-carboxylate ClC1=C2C3=C(N=CN=C3C=C1C1=C(C=CC=C1OC)Cl)N1[C@H](CO2)CN(CC1)C(=O)OC(C)(C)C